tert-butyl N-[trans-4-[(4-amino-5,5-dimethyl-6H-benzo[h]quinazolin-8-yl)oxy]cyclohexyl]carbamate NC1=NC=NC=2C3=C(CC(C12)(C)C)C=C(C=C3)O[C@@H]3CC[C@H](CC3)NC(OC(C)(C)C)=O